2-(5-{[(3R,5R)-5-fluoro-1-methylpiperidin-3-yl]amino}-2H-pyrazolo[3,4-d][1,3]thiazol-2-yl)-3,5-dimethylphenol F[C@@H]1C[C@H](CN(C1)C)NC=1SC=2C(N1)=NN(C2)C2=C(C=C(C=C2C)C)O